(Z)-(4-Acetylphenyl) (7a-methyl-5-oxo-3a,4,5,7a-tetrahydrobenzofuran-3(2H)-ylethylene) methyl acetate C(C)(=O)OC.C(C)(=O)C1=CC=C(C=C1)C(=C)C1COC2(C1CC(C=C2)=O)C